2-amino-5-hydroxy-N-methylbenzamide NC1=C(C(=O)NC)C=C(C=C1)O